OC1=CC=C(C=C1)NC1=NC=C(C(=N1)NN1C(OC2=C1C=CC=C2)=O)C [2-(4-hydroxy-phenylamino)-5-methyl-pyrimidin-4-ylamino]-3H-benzooxazol-2-one